3,7-dimethyl-6-octen-1-aldehyde CC(CC=O)CCC=C(C)C